2-(3-chlorophenyl)-9,9-dimethyl-1,3-diphenyl-9H-fluorene ClC=1C=C(C=CC1)C1=C(C=2C(C3=CC=CC=C3C2C=C1C1=CC=CC=C1)(C)C)C1=CC=CC=C1